1-(4-(6-chloro-8-fluoro-7-(5-methyl-1H-indazol-4-yl)-2-(methylamino)quinazolin-4-yl)piperazin-1-yl)prop-2-en-1-one ClC=1C=C2C(=NC(=NC2=C(C1C1=C2C=NNC2=CC=C1C)F)NC)N1CCN(CC1)C(C=C)=O